[2,4-dihydroxy-6-(1-phenylethoxy)phenyl]-(5-methoxyisoindolin-2-yl)methanone OC1=C(C(=CC(=C1)O)OC(C)C1=CC=CC=C1)C(=O)N1CC2=CC=C(C=C2C1)OC